CC1=NOC(=C1N1CCN(CC1)C=1C=C(C(=O)OC)C=CC1F)C methyl 3-(4-(3,5-dimethylisoxazol-4-yl) piperazin-1-yl)-4-fluorobenzoate